OC1=C(C(C)(C)C=2C=C(C=C(C2)C2=CC=CC=3NN=NC32)C(C)(C)C3=CC=CC=C3)C=CC=C1 (2'-hydroxy-3',5'-dicumylphenyl)-benzotriazole